ClC1=CC=C(C=C1)C1=C(C[C@@]2(CCCC[C@@H]2C1)C)CO (4aR,8aS)-3-(4-Chlorophenyl)-8a-methyl-1,4,4a,5,6,7,8,8a-octahydronaphthalene-2-methanol